(6-((5-bromo-2-((6-methoxy-1,2,3,4-tetrahydroisoquinolin-7-yl)amino)pyrimidin-4-yl)amino)quinoxalin-5-yl)dimethylphosphine oxide BrC=1C(=NC(=NC1)NC1=C(C=C2CCNCC2=C1)OC)NC=1C(=C2N=CC=NC2=CC1)P(C)(C)=O